5-(tert-butylamino)pentanesulfonic acid C(C)(C)(C)NCCCCCS(=O)(=O)O